α-(cyanophenyl)acrylonitrile C(#N)C1=C(C=CC=C1)C(C#N)=C